OCC1CCC(CC1)N(C(=N)NCC1=CC=C(C=C1)[N+](=O)[O-])CC1=CC=C(C=C1)[N+](=O)[O-] 1-((1R,4R)-4-(hydroxymethyl)cyclohexyl)-1,3-bis(4-nitrobenzyl)guanidine